C(C)(C)CCCC[Mg]CCCC.[Li] lithium (isopropyl)(di-n-butyl)magnesium